5-{1-fluoro-3-hydroxy-7-[2-(morpholin-4-yl)ethoxy]naphthalen-2-yl}-1λ6,2,5-thiadiazolidine-1,1,3-trione FC1=C(C(=CC2=CC=C(C=C12)OCCN1CCOCC1)O)N1CC(NS1(=O)=O)=O